THIOSULFINAT S(=S)[O-]